O=C1N(CC=2C=C3C(=CC12)OC1(CC3)CCNCC1)N1C(CCCC1=O)=O (8'-oxo-3',4',6',8'-tetrahydro-7'H-spiro[piperidine-4,2'-pyrano[2,3-f]isoindol]-7'-yl)piperidine-2,6-dione